Trans-3-Hexenal C(C\C=C\CC)=O